COC=1C=C(CN2CCC(CC2)N2C3=CC=CC=C3C=3C(=CC=CC23)C(=O)C2=CN(C3=CC=CC=C23)C)C=CC1 (9-(1-(3-methoxybenzyl)piperidin-4-yl)-9H-carbazol-4-yl)(1-methyl-1H-indol-3-yl)methanone